tert-butyl (S)-2,2-dimethyl-4-(2-nitro-1-((triisopropylsilyl)oxy)ethyl)oxazolidine-3-carboxylate CC1(OC[C@H](N1C(=O)OC(C)(C)C)C(C[N+](=O)[O-])O[Si](C(C)C)(C(C)C)C(C)C)C